CN(C)CC=1C=C(C=C(C1)OCCC(CCCCCCCCC(=O)[O-])CCCCCCCC(=O)[O-])OCCC(CCCCCCCCC(=O)[O-])CCCCCCCC(=O)[O-] (((5-((dimethylamino)methyl)-1,3-phenylene)bis(oxy))bis(methylene))bis(propane-3,2,1-triyl)tetraoctanoate